ClC1=CC(=C(C=C1OC(C)C)O)[N+](=O)[O-] 4-Chloro-5-isopropoxy-2-nitrophenol